6-((1,4-dimethyl-1H-pyrazol-3-yl)methoxy)-N-(4-methyl-1,1-dioxidotetrahydro-2H-thiopyran-4-yl)imidazo[1,2-b]pyridazine-2-carboxamide CN1N=C(C(=C1)C)COC=1C=CC=2N(N1)C=C(N2)C(=O)NC2(CCS(CC2)(=O)=O)C